COC1=CC=C2C(=CC(=NC2=C1)C1=CC=CC=C1)C(=O)N 7-methoxy-2-phenylquinoline-4-carboxamide